methyl (R)-4-bromo-1-(2-((tert-butoxycarbonyl)amino)-3-((tert-butyldiphenylsilyl)oxy)propyl)-1H-pyrrole-2-carboxylate BrC=1C=C(N(C1)C[C@H](CO[Si](C1=CC=CC=C1)(C1=CC=CC=C1)C(C)(C)C)NC(=O)OC(C)(C)C)C(=O)OC